[(3S,4R)-3-(3,4-difluorophenyl)-4-(hydroxymethyl)pyrrolidin-1-yl]-(3-pyridazin-4-yl-1H-pyrazol-5-yl)methanone FC=1C=C(C=CC1F)[C@H]1CN(C[C@@H]1CO)C(=O)C1=CC(=NN1)C1=CN=NC=C1